(E)-2,4-diiodo-6-(((2-phenyl-1H-benzo[d]imidazol-5-yl)imino)methyl)phenol IC1=C(C(=CC(=C1)I)/C=N/C1=CC2=C(NC(=N2)C2=CC=CC=C2)C=C1)O